NC=1C2=C(N=CN1)N(C=C2C2=C(C=C(C=C2)NC([C@H](O)C2=CC(=CC=C2)F)=O)OC(F)(F)F)C (R)-N-(4-(4-amino-7-methyl-7H-pyrrolo[2,3-d]pyrimidin-5-yl)-3-(trifluoromethoxy)phenyl)-2-(3-fluorophenyl)-2-hydroxyacetamide